C1(=CC=CC=C1)C1CC(CNC1)C#N 5-phenylpiperidine-3-carbonitrile